COC(=O)C1(CC(C1)O)C1=CC(=CC=C1)Br (1s,3s)-1-(3-bromophenyl)-3-hydroxycyclobutane-1-carboxylic acid methyl ester